O-ethyl S-[2-(diisopropylamino) ethyl] methyl phosphorothioate P(OCC)(SCCN(C(C)C)C(C)C)(OC)=O